aminopropyl-methyl-triethoxysilane NCCCC(C)O[Si](OCC)(OCC)C